C(C(=C)C)(=O)OCC[NH+](C)C N-methacryloyloxyethyl-N,N-dimethyl-ammonium